N-methyl-3-(4-(2-(trifluoromethyl)phenyl)piperidin-1-carbonyl)-4,6-dihydropyrrolo[3,4-c]pyrazole-5(1H)-carboxamide CNC(=O)N1CC=2NN=C(C2C1)C(=O)N1CCC(CC1)C1=C(C=CC=C1)C(F)(F)F